(S)-N-(1-(7-(Furan-3-yl)quinolin-5-yl)cyclopropyl)-2-methyl-5-((1-methylazetidin-2-yl)methoxy)benzamide O1C=C(C=C1)C1=CC(=C2C=CC=NC2=C1)C1(CC1)NC(C1=C(C=CC(=C1)OC[C@H]1N(CC1)C)C)=O